C(C)(C)(C)[C@@H]1CC=2C=C3C(=NC2CC1)SC(=N3)C(=O)N[C@H](CC=O)C=3C=NC(=CC3)NS(N(C)C)(=O)=O (S)-7-(tert-butyl)-N-((R)-1-(6-((N,N-dimethylsulfamoyl)amino)pyridin-3-yl)-3-oxopropyl)-5,6,7,8-tetrahydrothiazolo[5,4-b]quinoline-2-carboxamide